CC1=NOC(=C1C)NC1=C(C=CC=C1)[N+](=O)[O-] 3,4-dimethyl-N-(2-nitrophenyl)isoxazol-5-amine